C(CCC)S(=O)(=O)C=1C=C(C=CC1OCC1CCN(CC1)S(=O)(=O)C)CO (3-(butylsulfonyl)-4-((1-(methylsulfonyl)piperidin-4-yl)methoxy)phenyl)-methanol